5-(4-amino-6-(4-methacrylamido-phenyl)-7-methyl-7H-pyrrolo[2,3-d]pyrimidin-5-yl)-N-methylindoline-1-carboxamide NC=1C2=C(N=CN1)N(C(=C2C=2C=C1CCN(C1=CC2)C(=O)NC)C2=CC=C(C=C2)NC(C(=C)C)=O)C